C(C)C1=C(C(=O)NCCOCCNC(OC(C)(C)C)=O)C=CC(=C1)NC(=O)C=1N(C(=CN1)C=1C(=NN(C1)C)C(F)(F)F)C tert-Butyl N-[2-[2-[[2-ethyl-4-[[1-methyl-5-[1-methyl-3-(trifluoromethyl)pyrazol-4-yl]imidazole-2-carbonyl]amino]benzoyl]amino]ethoxy]ethyl]carbamate